(3-bromo-4-(3,3-dimethylpiperazin-1-yl)phenyl)-2-((3-chloro-2-methylphenyl)amino)benzamide BrC=1C=C(C=CC1N1CC(NCC1)(C)C)C=1C(=C(C(=O)N)C=CC1)NC1=C(C(=CC=C1)Cl)C